FC1(CCC(CC1)(O)C1=CC(=NC(=N1)C1=CN=CN1C)C(=O)OC)F Methyl 6-(4,4-difluoro-1-hydroxycyclohexyl)-2-(1-methyl-1H-imidazol-5-yl)pyrimidine-4-carboxylate